C1(CC1)COC=1C=C(C(=O)NC2=C(C=NC=C2Cl)Cl)C=CC1OC(F)F 3-(cyclopropylmethoxy)-N-(3,5-dichloro-4-pyridyl)-4-(difluoromethoxy)benzamide